NCCC(C)(CCN)CCN 1,1,1-Tris(aminoethyl)ethane